ClC=1C=C(C=CC1)C1=CNC=2N=CN=C(C21)NCC 5-(3-chlorophenyl)-N-ethyl-7H-pyrrolo[2,3-d]pyrimidin-4-amine